di-tert-butyl ((6R)-5-(aminomethyl)-7-cyclopropyl-3,3-dimethylheptane-1,6-diyl)dicarbamate NCC(CC(CCNC(OC(C)(C)C)=O)(C)C)[C@@H](CC1CC1)NC(OC(C)(C)C)=O